N1CCCC12CN(CC2)C2=C1C(=NC=C2)N(C=C1C=1SC(=CN1)C)COCC[Si](C)(C)C 2-[[4-(1,7-diazaspiro[4.4]nonan-7-yl)-3-(5-methylthiazol-2-yl)pyrrolo[2,3-b]pyridin-1-yl]methoxy]ethyl-trimethyl-silane